C(#C)C=1C=NC=C(C1)N1C=NN=C1 3-ethynyl-5-(4H-1,2,4-triazol-4-yl)pyridine